C(C)(C)(C)OC(=O)N1C[C@H](NCC1)C1=CC=CC=C1 (R)-3-phenylpiperazine-1-carboxylic acid tert-butyl ester